rac-N,N-dibenzyl-1-(8,8-difluoro-1,4-dioxaspiro[4.5]dec-7-yl)methylamine C(C1=CC=CC=C1)N(CC1=CC=CC=C1)C[C@H]1CC2(OCCO2)CCC1(F)F |r|